O(C1=CC=CC=C1)C(COCCO)O phenoxy-diethyleneglycol